NC=1C(=C(C=C2C=C(N=CC12)NC(OC1[C@H]2COC[C@@H]1CN(C2)C2COC2)=O)C2=C(C1=C(OCCN1)N=C2)C)F (1R,5S,9r)-7-(oxetan-3-yl)-3-oxa-7-azabicyclo[3.3.1]nonan-9-yl (8-amino-7-fluoro-6-(8-methyl-2,3-dihydro-1H-pyrido[2,3-b][1,4]oxazin-7-yl)isoquinolin-3-yl)carbamate